BrCCCCOC1=CC2=C(C(=CC(O2)=O)C)C=C1 7-(4-bromobutoxy)-4-methyl-2H-benzopyran-2-one